4-(benzyloxy)-1-((benzyloxy)carbonyl)-3-methylpiperidine-3-carboxylic acid C(C1=CC=CC=C1)OC1C(CN(CC1)C(=O)OCC1=CC=CC=C1)(C(=O)O)C